CC1=CC=C(C=C1)S(=O)(=O)O.N1=CC=CC=C1 pyridine p-toluenesulfonic acid salt